FC1(CN(CCC1)C1=NC(=CC(=C1)C1=NN=C(O1)C1=C(C=C(C=C1)NS(=O)(=O)CCO)N1CCC2(CC2)CC1)C)F N-(4-(5-(2-(3,3-difluoropiperidin-1-yl)-6-methylpyridin-4-yl)-1,3,4-oxadiazol-2-yl)-3-(6-azaspiro[2.5]oct-6-yl)phenyl)-2-hydroxyethane-1-sulfonamide